4-benzyloxy-2-[4-tert-butyl-2-(4-fluoro-2-methoxy-phenoxy)-6-methyl-phenyl]-6-oxo-1,6-naphthyridin-6-ium C(C1=CC=CC=C1)OC1=CC(=NC=2C=C[N+](CC12)=O)C1=C(C=C(C=C1C)C(C)(C)C)OC1=C(C=C(C=C1)F)OC